3-(Cyclohex-1-en-1-yl)-5-hydroxy-6-(4-methoxyphenyl)-2-phenylpyrazolo[1,5-a]pyrimidin-7(4H)-one C1(=CCCCC1)C=1C(=NN2C1NC(=C(C2=O)C2=CC=C(C=C2)OC)O)C2=CC=CC=C2